FC1=C2C=C(N=NC2=CC(=C1)C=1C=C(C=2N(N1)C=C(N2)C)CCO)C2CCNCC2 2-{6-[5-Fluoro-3-(piperidin-4-yl)cinnolin-7-yl]-2-methylimidazo[1,2-b]pyridazin-8-yl}ethan-1-ol